NC1=CC(=C(C=C1C)N1CCN(CC1)C(=O)OC(C)(C)C)F tert-butyl 4-(4-amino-2-fluoro-5-methylphenyl)piperazine-1-carboxylate